triphenylammonium phosphate P(=O)([O-])([O-])[O-].C1(=CC=CC=C1)[NH+](C1=CC=CC=C1)C1=CC=CC=C1.C1(=CC=CC=C1)[NH+](C1=CC=CC=C1)C1=CC=CC=C1.C1(=CC=CC=C1)[NH+](C1=CC=CC=C1)C1=CC=CC=C1